(2-methylpiperazin-1-yl)pyrido[3,4-d]pyrimidin-4-amine hydrochloride Cl.CC1N(CCNC1)C=1N=C(C2=C(N1)C=NC=C2)N